C(C)(=O)OC(C(=O)OC[C@]1(O[C@H](CC1)N1C(NC(C(=C1)F)=O)=O)C)(C)C ((2S,5R)-5-(5-fluoro-2,4-dioxo-3,4-dihydropyrimidin-1(2H)-yl)-2-methyltetrahydrofuran-2-yl)methyl 2-acetoxy-2-methylpropanoate